ClC1=CC2=C(N(C(N=C2N2[C@H](CN(CC2)C(=O)OC(C)(C)C)C)=O)C2=C(C=CC=C2C)C(C)C)N=C1C1=C(C=CC=C1)F (M)-tert-Butyl (S)-4-(6-chloro-7-(2-fluorophenyl)-1-(2-isopropyl-6-methylphenyl)-2-oxo-1,2-dihydropyrido[2,3-d]pyrimidin-4-yl)-3-methylpiperazine-1-carboxylate